(E)-3-(p-tolyl)-N-(1H-pyrazol-3-yl)-N-(tetrahydro-thiophen-2-ylmethyl)prop-2-enamide C1(=CC=C(C=C1)/C=C/C(=O)N(CC1SCCC1)C1=NNC=C1)C